titanium phosphate, fluoride salt [F-].P(=O)([O-])([O-])[O-].[Ti+4]